(2-bromo-6-chloropyridin-4-yl)-3-isopropylmorpholine BrC1=NC(=CC(=C1)N1C(COCC1)C(C)C)Cl